6-methyl-2-(3-vinylpiperidin-1-yl)pyrimidin-4-amine CC1=CC(=NC(=N1)N1CC(CCC1)C=C)N